para-hydroxystyrene OC1=CC=C(C=C)C=C1